methyl 2-((tert-butoxycarbonyl)amino)-7-((8-fluoronaphthalen-1-yl)oxy)-1,2,3,4-tetrahydronaphthalene-2-carboxylate C(C)(C)(C)OC(=O)NC1(CC2=CC(=CC=C2CC1)OC1=CC=CC2=CC=CC(=C12)F)C(=O)OC